(1S,2R,3S,4R,5S)-2,3-dihydroxy-4-(2-((5-hydroxypyridin-3-yl)ethynyl)-6-(methylamino)-9H-purin-9-yl)-N-methylbicyclo[3.1.0]hexane-1-carboxamide O[C@@H]1[C@@]2(C[C@@H]2[C@H]([C@@H]1O)N1C2=NC(=NC(=C2N=C1)NC)C#CC=1C=NC=C(C1)O)C(=O)NC